COC1CC(C1)(C1=NN=CN1C)C=1C=C(C=CC1)N1C(C2=CC(=CC(=C2C1)C(F)(F)F)CN1CCCC1)=O 2-(3-((1r,3r)-3-methoxy-1-(4-methyl-4H-1,2,4-triazol-3-yl)cyclobutyl)phenyl)-6-(pyrrolidin-1-ylmethyl)-4-(trifluoromethyl)isoindolin-1-one